3-(3-chloro-4-fluorophenyl)-1-(8,9-difluoro-6-oxo-1,4,5,6-tetrahydro-2H-pyrano[3,4-c]isoquinolin-1-yl-1-d)-1-(methyl-d3)urea ClC=1C=C(C=CC1F)NC(N(C([2H])([2H])[2H])C1(COCC=2NC(C=3C=C(C(=CC3C21)F)F)=O)[2H])=O